(S)-3-(1-(6-ethoxy-5-methoxypyridin-2-yl)-2-(methylsulfonyl)ethyl)-6-(2-(trifluoromethyl)phenyl)-1-methyl-1H-imidazo[4,5-b]pyridin-2(3H)-one C(C)OC1=C(C=CC(=N1)[C@@H](CS(=O)(=O)C)N1C(N(C=2C1=NC=C(C2)C2=C(C=CC=C2)C(F)(F)F)C)=O)OC